1-((2-((2-chloro-3-(3-chloro-2-(3-methoxy-4-((((5-oxopyrrolidin-2-yl)methyl)amino)methyl)phenyl)pyridin-4-yl)phenyl)amino)-3-fluoropyridin-4-yl)methyl)piperidine-4-carboxylic acid ClC1=C(C=CC=C1C1=C(C(=NC=C1)C1=CC(=C(C=C1)CNCC1NC(CC1)=O)OC)Cl)NC1=NC=CC(=C1F)CN1CCC(CC1)C(=O)O